FC=1C(=NN(C1)C[C@H](C)O)[S@](=O)(N)=NC(NC1=C2C(=NC3=C1CCC3)C3(CC2)CC3)=O (S)-4-fluoro-1-((S)-2-hydroxypropyl)-N'-((1',5',6',7'-tetrahydro-2'H-spiro[cyclopropane-1,3'-dicyclopenta[b,e]pyridin]-8'-yl)carbamoyl)-1H-pyrazole-3-sulfonimidamide